C1(=CC=CC=C1)N1C(=NC2=C1C1=CC=CC=C1C=1C=CC=CC12)C=1C=C(C=CC1)C=1C=C2C=3C=C(C=CC3N(C2=CC1)CCC)C1=CC=C(C#N)C=C1 4-(6-(3-(1-phenyl-1H-phenanthro[9,10-d]imidazol-2-yl)phenyl)-9-propyl-9H-carbazole-3-yl)benzonitrile